(1-(2-methyl-3-(trifluoromethyl)phenyl)ethyl)-6-oxo-1-(tetrahydro-2H-pyran-4-yl)-1,6-dihydropyridine-3-carboxamide CC1=C(C=CC=C1C(F)(F)F)C(C)C=1N(C(C=CC1C(=O)N)=O)C1CCOCC1